2-((12-(4-(pentafluoro-λ6-sulfanyl)phenyl)dodec-11-yn-1-yl)thio)ethyl hydrogen ((((R)-1-(6-amino-9H-purin-9-yl)propan-2-yl)oxy)methyl)phosphonate NC1=C2N=CN(C2=NC=N1)C[C@@H](C)OCP(OCCSCCCCCCCCCCC#CC1=CC=C(C=C1)S(F)(F)(F)(F)F)(O)=O